N1C=CC=2C1=NC=CC2OC2=CC(=NC=1N2N=CC1)C1=NC(=CC=C1)C 7-((1H-pyrrolo[2,3-b]pyridin-4-yl)oxy)-5-(6-methylpyridin-2-yl)pyrazolo[1,5-a]pyrimidine